N'-(2-chloro-5-fluoro-phenyl)-6-(4-methoxy-2-methyl-phenyl)-4-[(1-methyl-4-piperidyl)amino]pyrrolo[1,2-b]pyridazine-3-carboxamidine ClC1=C(C=C(C=C1)F)N=C(N)C1=C(C=2N(N=C1)C=C(C2)C2=C(C=C(C=C2)OC)C)NC2CCN(CC2)C